O1C(OCC1)C1=C(OCC(=O)O)C=C(C=C1O)C#C 2-(1,3-dioxolan-2-yl)-5-ethynyl-3-hydroxyphenoxyacetic acid